ClC=1C(=C(N(C1C(C(=O)NCC(C)(C)O)=O)C)C)C(=O)NC1=CC(=C(C(=C1)F)F)F 4-chloro-5-(2-((2-hydroxy-2-methylpropyl)amino)-2-oxoacetyl)-1,2-dimethyl-N-(3,4,5-trifluorophenyl)-1H-pyrrole-3-carboxamide